m-trifluoromethyl-N,N-dimethylaniline FC(C=1C=C(N(C)C)C=CC1)(F)F